2-(methoxymethoxy)-5-dimethylaminophenylboronic acid COCOC1=C(C=C(C=C1)N(C)C)B(O)O